C(C1=CC=CC=C1)OC[Sn](CCCC)(CCCC)CCCC benzyloxymethyl-(tributyl)stannane